NC1=CC=C(C(O)=C1)O 5-aminocatechol